(2-methyl-1-(3-(N-((5-(2-oxo-1,2-dihydropyridin-4-yl)-2,3-dihydro-1H-inden-4-yl)carbamoyl)sulfamoyl)-1H-pyrazol-1-yl)propan-2-yl)boronic acid CC(CN1N=C(C=C1)S(NC(NC1=C2CCCC2=CC=C1C1=CC(NC=C1)=O)=O)(=O)=O)(C)B(O)O